4,5-dihydro-3-methyl-4-difluoromethyl-1-(2,4-dichlorophenyl)-1,2,4-triazole CC1=NN(CN1C(F)F)C1=C(C=C(C=C1)Cl)Cl